3-(6-(2-oxa-6-azaspiro[3.3]heptan-6-yl)pyridin-3-yl)-7,8-dihydro-1,6-naphthyridin C1OCC12CN(C2)C2=CC=C(C=N2)C=2C=NC=1CCN=CC1C2